tetrazineacrylamide N1=NN=NC(=C1)C=CC(=O)N